[O-][Mo](=O)(=O)[O-].[Na+].[Na+] Sodium dimolybdate